1-(2-(4-(4-(difluoromethyl)thiophen-3-yl)-1H-imidazol-2-yl)piperidin-1-yl)-2-(methyl-thio)propan-1-one FC(C=1C(=CSC1)C=1N=C(NC1)C1N(CCCC1)C(C(C)SC)=O)F